ethyl 7-(2-oxoethoxymethyl)imidazo[1,2-a]pyridine-3-carboxylate O=CCOCC1=CC=2N(C=C1)C(=CN2)C(=O)OCC